3-phenylpropanamide formate C(=O)O.C1(=CC=CC=C1)CCC(=O)N